(4-pyridinylmethyl)-1(6H)-pyridazineacetamide N1=CC=C(C=C1)CC1=NN(CC=C1)CC(=O)N